4-amino-2-butyl-1-(3,4,5,6-tetrahydro-2H-pyran-4-yl-Methyl)thiophene NC=1C=C(S(C1)CC1CCOCC1)CCCC